C1(CCCCC1)COC=1C=C(O[C@H](CN)C)C=CC1 (S)-2-(3-(cyclohexylmethoxy)phenoxy)propan-1-amine